(2-(3-(8-methoxy-6-methyl-4-oxo-4,5-dihydrothieno[3,4-c]quinolin-1-yl)phenyl)propyl)carbamic acid tert-butyl ester C(C)(C)(C)OC(NCC(C)C1=CC(=CC=C1)C=1SC=C2C(NC=3C(=CC(=CC3C21)OC)C)=O)=O